COC(\C=C\CCCCC)=O.C(\C=C\CCCCC)(=O)NO trans-2-octenohydroxamic acid methyl-trans-2-octenoate